6-methoxy-1-methyl-5-(4,4,5,5-tetramethyl-1,3,2-dioxaborolan-2-yl)indazole COC1=C(C=C2C=NN(C2=C1)C)B1OC(C(O1)(C)C)(C)C